3-[6-[(4,5-dichloroimidazol-1-yl)methyl]-3-pyridyl]-5-(trifluoromethyl)-1,2,4-oxadiazole ClC=1N=CN(C1Cl)CC1=CC=C(C=N1)C1=NOC(=N1)C(F)(F)F